NC/C(/CN1N=CN(C1=O)C1=NC(=CC=C1)C#CC1=CC2=C(OCCN2)N=C1)=C\F 2-[(E)-2-(aminomethyl)-3-fluoro-allyl]-4-[6-[2-(2,3-dihydro-1H-pyrido[2,3-b][1,4]oxazin-7-yl)ethynyl]-2-pyridyl]-1,2,4-triazol-3-one